OC(=O)C(F)(F)F.FC1=CC=C(COC2=CC=C(C=C2)C2C(C2)NCC2=CC=C(C=C2)/C=C/C(=O)NO)C=C1 (E)-3-(4-(((2-(4-((4-fluorobenzyl)oxy)phenyl)cyclopropyl)amino)methyl)phenyl)-N-hydroxyacrylamide TFA salt